(4aS,6R,8aS)-3-methoxy-11-methyl-4a,5,9,10,11,12-hexahydro-6H-benzo[2,3]benzofuro[4,3-cd]azepin-6-ol COC=1C=CC=2CN(CC[C@]34C2C1O[C@H]3C[C@H](C=C4)O)C